IC1=CC(=C(C=C1C)N(C(C#CC)=O)C1=CC=C2C(=N1)C(=NN2C)OC2CCC(CC2)C(=O)O)N2CC(CC2)C 4-((5-(N-(4-iodo-5-methyl-2-(3-methylpyrrolidin-1-yl)phenyl)but-2-ynamido)-1-methyl-1H-pyrazolo[4,3-b]pyridin-3-yl)oxy)cyclohexane-1-carboxylic acid